C1(CO1)C1=CC=CC=2C3=CC=CC=C3C=CC12 1-(1,2-epoxyethyl)phenanthrene